methyl 2-(3-(ethoxycarbonyl)-1-(2-isopropoxyethyl) thioureido)-4,6-dimethoxybenzoate C(C)OC(=O)NC(N(CCOC(C)C)C1=C(C(=O)OC)C(=CC(=C1)OC)OC)=S